Cl.C(N)(OOCC(NC(CNC(CN)=O)=O)C(C)(C)C)=O (Tert-butyl 2-(2-(2-aminoacetamido) acetamido) ethoxy) carbamate hydrochloride